N-[2-methoxy-6-(1-methyl-1,2,4-triazol-3-yl)-3-pyridyl]-5-methyl-3-phenyl-isoxazole-4-carboxamide COC1=NC(=CC=C1NC(=O)C=1C(=NOC1C)C1=CC=CC=C1)C1=NN(C=N1)C